4-amino-N-[(1R,3R)-3-ethynylcyclohexyl]-3-methoxybenzamide NC1=C(C=C(C(=O)N[C@H]2C[C@@H](CCC2)C#C)C=C1)OC